NC1=C(CN)C=CC=C1 2-amino-benzylamine